C1(CCCC1)N1[C@@H](C(N(C=2C=NC(=NC12)NC1=C(C=C(C(=O)NCCOCCCOC2CCNCC2)C=C1)OC)C)=O)CC 4-[[(7R)-8-cyclopentyl-7-ethyl-5-methyl-6-oxo-7H-pteridin-2-yl]amino]-3-methoxy-N-[2-[3-(4-piperidyloxy)propoxy]ethyl]benzamide